FC(C1=CC=C(C=C1)B(O)O)(F)F (4-(Trifluoro-methyl)phenyl)boronic acid